FC=1C=C(CC=2C=3N(C=C(N2)C2=C(C=CC=C2)F)C(=C(N3)CC=3OC(=CC3)C)CC(=O)[O-])C=CC1 8-(3-Fluorobenzyl)-6-(2-fluorophenyl)-2-((5-methylfuran-2-yl)methyl)imidazo[1,2-a]pyrazin-3-yl-acetat